2-(tert-butyl)-N-(2-methyl-4-(7-(piperidin-4-yl)-7H-pyrrolo[2,3-d]pyrimidin-4-yl)benzyl)thiazole-5-carboxamide C(C)(C)(C)C=1SC(=CN1)C(=O)NCC1=C(C=C(C=C1)C=1C2=C(N=CN1)N(C=C2)C2CCNCC2)C